5-methyl-N-(3-(3,3,3-trifluoro-2-hydroxy-2-methylpropyl)-1,2,4-thiadiazol-5-yl)-4-(3-cyanophenyl)furan-2-carboxamide undec-6-yl-laurate CCCCCC(CCCCC)OC(CCCCCCCCCCC)=O.CC1=C(C=C(O1)C(=O)NC1=NC(=NS1)CC(C(F)(F)F)(C)O)C1=CC(=CC=C1)C#N